OCCCCCCCN(CCCCCCCC(=O)N(CCCCCCCCCC)CCCCCCCCCC)CCCCCCCC(=O)N(CCCCCCCCCC)CCCCCCCCCC 8,8'-((7-HYDROXYHEPTYL)AZANEDIYL)BIS(N,N-DIDECYLOCTANAMIDE)